N-(5-(4-(4-aminoimidazo[2,1-f][1,2,4]triazin-7-yl)-1H-pyrazol-1-yl)-2-fluoro-4-methylphenyl)-5-(trifluoromethyl)nicotinamide NC1=NC=NN2C1=NC=C2C=2C=NN(C2)C=2C(=CC(=C(C2)NC(C2=CN=CC(=C2)C(F)(F)F)=O)F)C